2-(hydroxyimino)acetic acid ON=CC(=O)O